CN(C[C@@H](C1=CC=CC=C1)NC(=O)N1CC=2N=C(N=CC2C[C@H]1C)NCC1=NN(C=C1)C)C (R)-N-((R)-2-(dimethylamino)-1-phenylethyl)-6-methyl-2-(((1-methyl-1H-pyrazol-3-yl)-methyl)amino)-5,8-dihydropyrido[3,4-d]pyrimidine-7(6H)-carboxamide